CC1=CC=C(C=C1)S(=O)(=O)OCCOCCOCCOCCOCCO[Si](C(C)(C)C)(C)C 2,2,3,3-tetramethyl-4,7,10,13,16-pentaoxa-3-silaoctadecan-18-yl 4-methylbenzenesulfonate